ClC1=CC=2C(=NN(N2)C2=C(C(=CC(=C2)C)C(C)(C)C)O)C=C1 2-(5-chloro-2H-benzotriazol-2-yl)-6-tert-butyl-4-methyl-phenol